p-methyl-benzeneethanesulfonic acid CC1=CC=C(C=C1)CCS(=O)(=O)O